BrC=1C=C(C(=NC1)NC(=O)C=1C(=NOC1C)C1=CC=CC=C1)OC 4-N-(5-Bromo-3-methoxy-2-pyridyl)-5-methyl-3-phenyl-isoxazole-4-carboxamide